[Na].CC1=C(C(=NOC#N)C#N)C=CC=C1 2-methyl-alpha-oxyiminobenzyl cyanide sodium salt